2-(5-(((1S,2s,3R,5R)-2-fluoro-8-azabicyclo[3.2.1]octan-3-yl)oxy)pyrazin-2-yl)-5-(1H-pyrazol-4-yl)phenol F[C@H]1[C@@H]2CC[C@H](C[C@H]1OC=1N=CC(=NC1)C1=C(C=C(C=C1)C=1C=NNC1)O)N2